NC=1C(=NC=2C=C3C(=CC2C1)OCO3)C(=O)OCC ethyl 7-amino-[1,3]dioxolo[4,5-g]quinoline-6-carboxylate